2-(4-aminophenoxy)-N-(pyridin-4-ylmethyl)acetamide NC1=CC=C(OCC(=O)NCC2=CC=NC=C2)C=C1